[2-[2-(diphenylphosphino)phenoxy]phenyl]diphenylphosphine C1(=CC=CC=C1)P(C1=C(OC2=C(C=CC=C2)P(C2=CC=CC=C2)C2=CC=CC=C2)C=CC=C1)C1=CC=CC=C1